C(CC)OCOCCCC(CC(CC(CC(CC(CC(CC(C)O)C)C)C)C)C)C 16-hydroxy-4,6,8,10,12,14-hexamethylheptadecyl propyloxymethyl ether